(Z)-5-((6-(3-(5-(tert-butyl)isoxazol-3-yl)ureido)-2-oxindole-3-ylidene)methyl)-N,2,4-trimethyl-1H-pyrrole-3-carboxamide C(C)(C)(C)C1=CC(=NO1)NC(NC1=CC=C2/C(/C(NC2=C1)=O)=C/C1=C(C(=C(N1)C)C(=O)NC)C)=O